1-(5-(4-amino-7-(piperidin-4-yl)-7H-pyrrolo[2,3-d]pyrimidin-5-yl)indolin-1-yl)-2-(3-(trifluoromethoxy)phenyl)ethan-1-one NC=1C2=C(N=CN1)N(C=C2C=2C=C1CCN(C1=CC2)C(CC2=CC(=CC=C2)OC(F)(F)F)=O)C2CCNCC2